C12(CC3CC(CC(C1)C3)C2)C(C(=O)NCCCN2CCCC2)(C=2SC(=CC2)C)O 2-(adamantan-1-yl)-2-hydroxy-2-(5-methylthiophene-2-yl)-N-(3-(pyrrolidin-1-yl)propyl)acetamide